4-(2-(2-(2,6-Dioxopiperidin-3-yl)-6-fluoro-1,3-dioxoisoindolin-5-yl)-2,9-diazaspiro[5.5]undec-9-yl)piperidine-1-carboxylic acid tert-butyl ester C(C)(C)(C)OC(=O)N1CCC(CC1)N1CCC2(CCCN(C2)C=2C=C3C(N(C(C3=CC2F)=O)C2C(NC(CC2)=O)=O)=O)CC1